O[C@@H](CC(=O)N[C@@]1([C@H](O[C@@H]([C@H]([C@@H]1O)O)CO)OP(=O)(O)O)O)CCCCCCCCCCC 2-[(R)-3-hydroxytetradecanoylamino]-α-D-glucopyranosyldihydrogenphosphate